1-(4-bromophenylsulfonyl)-4,4-difluoropiperidine BrC1=CC=C(C=C1)S(=O)(=O)N1CCC(CC1)(F)F